ClC=1C=C(C=CC1F)N1C(=NOC1=O)C1=NON=C1[N+](=O)[O-] 4-(3-chloro-4-fluorophenyl)-3-(4-nitro-1,2,5-oxadiazol-3-yl)-1,2,4-oxadiazol-5(4H)-one